Molybdenum telluride [Mo]=[Te]